C(C)(C)(C)[Te]C(C)(C)C di-tert-butyl telluride